cis-3-amino-1-methylcyclobutan-1-ol hydrochloride CC1(CC(C1)N)O.Cl